CS(=O)(=O)CC Ethyl methyl sulfone